3-bromo-7-methoxy-1-(4-methoxybenzyl)-6-methylquinolin-2(1H)-one BrC=1C(N(C2=CC(=C(C=C2C1)C)OC)CC1=CC=C(C=C1)OC)=O